(3aR,5R,6aS)-N-{(1R,6S)-2,2-difluoro-6-[4-(propan-2-yl)piperazin-1-yl]cyclohexyl}-5-(pyrimidin-2-yl)hexahydrocyclopenta[c]pyrrole-2(1H)-carboxamide FC1([C@@H]([C@H](CCC1)N1CCN(CC1)C(C)C)NC(=O)N1C[C@@H]2[C@H](C1)CC(C2)C2=NC=CC=N2)F